ClC=1C(=NC=C(C1)F)CN1CCN(CC1)C1=C(C(=CC(=C1)CC(C)C)F)C=1N=NNN1 1-[(3-chloro-5-fluoro-2-pyridyl)methyl]-4-[3-fluoro-5-isobutyl-2-(2H-tetrazol-5-yl)phenyl]piperazine